dihydro-3-(2-(diisopropylamino) ethyl)-1H-indol-5-yl phosphate P(=O)(OC=1C=C2C(CNC2=CC1)CCN(C(C)C)C(C)C)([O-])[O-]